CS(=O)(=O)[O-].C[NH+]1CC(CCC1)CC 1-Methyl-3-ethylpiperidinium methansulfonat